N-[3-(3-bromo-2-chloro-phenyl)-2-chloro-phenyl]-4-(2-hydroxyethylamino)-4,5,6,7-tetrahydropyrazolo[1,5-a]pyridine-2-carboxamide BrC=1C(=C(C=CC1)C=1C(=C(C=CC1)NC(=O)C1=NN2C(C(CCC2)NCCO)=C1)Cl)Cl